8-(5-{8-oxa-3-azabicyclo[3.2.1]octan-3-yl}pyridin-2-yl)-1,4-dioxaspiro[4.5]decan-8-ol C12CN(CC(CC1)O2)C=2C=CC(=NC2)C2(CCC1(OCCO1)CC2)O